C(CCCCCCC)(=O)OOC(CCCCCCC)=O caprylyl peroxide